C(C)(=O)NC=1SC(=C(N1)C)C1=CC2=C(C(=N1)C(=O)NC)C(N(C2)[C@@H](C)C2CC2)=O (S)-6-(2-acetamido-4-methylthiazol-5-yl)-2-(1-cyclopropylethyl)-N-methyl-3-oxo-2,3-dihydro-1H-pyrrolo[3,4-c]pyridine-4-carboxamide